FC(C1=NNC=C1C(=O)OCC)(F)F ethyl 3-(trifluoromethyl)-1H-pyrazole-4-carboxylate